2-(3-bromophenyl)-4-(dibenzo[b,d]furan-4-yl)-6-phenyl-1,3,5-triazine BrC=1C=C(C=CC1)C1=NC(=NC(=N1)C1=CC=CC2=C1OC1=C2C=CC=C1)C1=CC=CC=C1